COC(=O)C=1C=C(C=CC1Cl)C1=CC(=CC=C1)COC=1C=C2CN(C(C2=CC1)=O)CC(F)(F)F 4-chloro-3'-[1-oxo-2-(2,2,2-trifluoro-ethyl)-2,3-dihydro-1H-isoindol-5-yloxymethyl]-biphenyl-3-carboxylic acid methyl ester